[(3,7-Dimethyl-6-octenyl)oxy]acetaldehyd CC(CCOCC=O)CCC=C(C)C